COC=1C=C2C(=NC(=NC2=CC1OCCCN1CCCC1)N(C)C)NC1CCOCC1 6-methoxy-N2,N2-dimethyl-7-(3-(pyrrolidin-1-yl)propoxy)-N4-(tetrahydro-2H-pyran-4-yl)quinazoline-2,4-diamine